[Cl-].ClC1=CC=C(C=C1)C1=NC(C=2N(C3=C1C(=C(S3)C)C)C(=NN2)C)CC(NCCCOCCOCCOCCC[NH3+])=O 1-(4-(4-chlorophenyl)-2,3,9-trimethyl-6H-thieno[3,2-f][1,2,4]triazolo[4,3-a][1,4]diazepin-6-yl)-2-oxo-7,10,13-trioxa-3-azahexadecan-16-aminium chloride